(2S)-2-(4-chlorophenoxy)-N-(2-cyclopentylethoxy)propanamide ClC1=CC=C(O[C@H](C(=O)NOCCC2CCCC2)C)C=C1